Tetraiodothyronin IC([C@](N(I)I)(C(=O)O)I)C1=CC=C(C=C1)OC1=CC=C(C=C1)O